C(C)(C)(C)OC(=O)N1C(CC(C=C1)=O)C 2-methyl-4-oxo-3,4-dihydropyridine-1(2H)-carboxylic acid tert-butyl ester